(R)-2-amino-8-methyl-7,8-dihydro-5H-pyrano[4,3-b]pyridin-5-one NC1=CC=C2C(=N1)[C@H](COC2=O)C